[NH+]1=C2N(CC=C1O)C=CC=C2 pyrido[1,2-a]pyrimidin-1-ium-2-ol